C(C)N(S(=O)(=O)C(F)(F)F)CC N,N-diethyltrifluoromethanesulfonamide